1-(5-bromo-2-chloropyridin-4-yl)thiourea BrC=1C(=CC(=NC1)Cl)NC(=S)N